iridium(II) bis(phenylpyridine) C1(=CC=CC=C1)C1=NC=CC=C1.C1(=CC=CC=C1)C1=NC=CC=C1.[Ir+2]